FC1(CC1)C1=NC2=CC=C(C=C2C(=N1)N1CCC(CC1)C1=C(C=CC=C1)OC)N(C)CCOC {2-(1-fluoro-cyclopropyl)-4-[4-(2-methoxy-phenyl)-piperidin-1-yl]-quinazolin-6-yl}-(2-methoxy-ethyl)-methyl-amine